C(CCCCCC)C1CCC(O1)=O 5-heptyl-tetrahydrofuran-2-one